4-(3-((1-(4-Chloro-3-(2,4-dioxotetrahydropyrimidin-1(2H)-yl)benzoyl)piperidin-4-yl)oxy)propyl)piperidine ClC1=C(C=C(C(=O)N2CCC(CC2)OCCCC2CCNCC2)C=C1)N1C(NC(CC1)=O)=O